4-methoxy-3-methyl-5-nitropyridine COC1=C(C=NC=C1[N+](=O)[O-])C